6-fluoro-5-[4-(6-methoxyimidazo[1,2-a]pyridin-2-yl)phenyl]-N,N-dimethyl-pyridin-2-amine FC1=C(C=CC(=N1)N(C)C)C1=CC=C(C=C1)C=1N=C2N(C=C(C=C2)OC)C1